CC1(C(=NOC1CC1=NC=CC(=C1)C)C1=CC=CC=C1)C 4,4-dimethyl-5-((4-methylpyridin-2-yl)methyl)-3-phenyl-4,5-dihydroisoxazole